ClN1N=C(C=2C1=NC=CC2)C2CC2 chloro-3-cyclopropyl-1H-pyrazolo[3,4-b]pyridine